3-Amino-8-(2,3-difluoro-6-methoxyphenyl)-N-(3-methylcyclobutyl)imidazo[1,2-a]pyridine-2-carboxamide NC1=C(N=C2N1C=CC=C2C2=C(C(=CC=C2OC)F)F)C(=O)NC2CC(C2)C